(2S,4S)-N2-(3-chloro-4-fluorophenyl)-N2-methyl-1-[6-methyl-4-(trifluoromethyl)pyridin-2-yl]-N4-{1-(2-morpholinoethyl)-1H-pyrazol-3-yl}pyrrolidine-2,4-dicarboxamide ClC=1C=C(C=CC1F)N(C(=O)[C@H]1N(C[C@H](C1)C(=O)NC1=NN(C=C1)CCN1CCOCC1)C1=NC(=CC(=C1)C(F)(F)F)C)C